6-(3,5-di-methoxy-phenyl)-1H-indole COC=1C=C(C=C(C1)OC)C1=CC=C2C=CNC2=C1